FC1=C(C=CC(=C1)F)[C@@](CN1N=CN=C1)([C@@H](C)C1=NC=NC=C1F)O (2R,3S)-2-(2,4-Difluorophenyl)-3-(5-fluoropyrimidin-4-yl)-1-(1H-1,2,4-triazol-1-yl)butan-2-ol